FC([C@H](CC)N)(F)F (2s)-1,1,1-trifluoro-2-butanamine